6-chloro-1-(2-hydroxyethyl)pyrimidine-2,4(1H,3H)-dione ClC1=CC(NC(N1CCO)=O)=O